(2E,4E,6E,10E)-3,7,11,15-tetramethyl-2,4,6,10,14-hexadecapentaenoic acid benzyl ester C(C1=CC=CC=C1)OC(\C=C(\C=C\C=C(\CC\C=C(\CCC=C(C)C)/C)/C)/C)=O